(2R,3R,4S)-2-(8-(benzo[d]thiazol-2-yl)-6-chloro-2-(hex-1-yn-1-yl)-9H-purin-9-yl)tetrahydrothiophene-3,4-diyl diacetate C(C)(=O)O[C@H]1[C@@H](SC[C@H]1OC(C)=O)N1C2=NC(=NC(=C2N=C1C=1SC2=C(N1)C=CC=C2)Cl)C#CCCCC